C(C)OC(=O)C1CN(CCC1)CCO 1-(2-hydroxyethyl)piperidine-3-carboxylic acid ethyl ester